6,6,9-Trimethyl-3-nonan-3-ylbenzo[c]chromen-1-ol CC1(OC=2C=C(C=C(C2C2=C1C=CC(=C2)C)O)C(CC)CCCCCC)C